6-bromo-4-(((2S,6R)-2,6-dimethylmorpholino)methyl)pyridin-2-amine BrC1=CC(=CC(=N1)N)CN1C[C@@H](O[C@@H](C1)C)C